C(C=C)(=O)N1C(C2=CC=CC(=C2C1)B1OC(C(O1)(C)C)(C)C)=O 2-(prop-2-enoyl)-4-(4,4,5,5-tetramethyl-1,3,2-dioxaborolan-2-yl)-2,3-dihydro-1H-isoindol-1-one